(R)-N-((3-(3-fluoro-4-morpholinophenyl)-2-oxooxazolidin-5-yl)methyl)-3-nitrobenzenesulfonamide FC=1C=C(C=CC1N1CCOCC1)N1C(O[C@H](C1)CNS(=O)(=O)C1=CC(=CC=C1)[N+](=O)[O-])=O